ClC=1C=C(C=CC1Cl)N1CCN(CC1)CCS(=O)(=O)N(C1=CC=CC=C1)CC1=CC=C(C=C1)C=1OC(=NN1)C(F)F 2-(4-(3,4-dichlorophenyl)piperazin-1-yl)-N-(4-(5-(difluoromethyl)-1,3,4-oxadiazol-2-yl)benzyl)-N-phenylethane-1-sulfonamide